disodium hydrogenphosphate-dodecanol C(CCCCCCCCCCC)O.P(=O)(O)([O-])[O-].[Na+].[Na+]